7-Chloro-3-methyl-1,6-naphthyridin-2(1H)-one ClC1=NC=C2C=C(C(NC2=C1)=O)C